COC(=O)[C@@H]1[C@@H](CCCC1)C(=O)O cis-2-methoxycarbonylcyclohexanecarboxylic acid